CNC=1N=C(C(=NC1C=1C2=C(C=NC1)N(C=N2)C)C(=O)N)NC2=CC=C(C=C2)N2CC1CCC(C2)O1 5-(methylamino)-6-(3-methylimidazo[4,5-c]pyridin-7-yl)-3-[4-(8-oxa-3-azabicyclo[3.2.1]oct-3-yl)anilino]pyrazine-2-carboxamide